FC1(CCC(CC1)NC1=C(C(=NC(=N1)C=1SC=C(N1)C)O)O)F 6-((4,4-difluorocyclohexyl)amino)-2-(4-methylthiazol-2-yl)pyrimidine-4,5-diol